6-bromo-7-fluoro-3-(isoquinolin-4-yl)quinazoline-2,4(1H,3H)-dione BrC=1C=C2C(N(C(NC2=CC1F)=O)C1=CN=CC2=CC=CC=C12)=O